1-(2-pyridyl)-2-(3-pyridyl)-ethene N1=C(C=CC=C1)C=CC=1C=NC=CC1